[Cl-].[Cl-].O1C=CC=C1 furan dichloride